2-(benzo[d]thiazol-2-yl)-4-(pyrene-9-yl)phenol S1C(=NC2=C1C=CC=C2)C2=C(C=CC(=C2)C2=C1C=CC=C3C=CC4=CC=CC(=C2)C4=C31)O